4-(2,5-difluorophenyl)-2-(3,3-difluoropyrrolidin-1-yl)-6-methyl-3-pyridylbenzamide FC1=C(C=C(C=C1)F)C1=C(C(=NC(=C1)C)N1CC(CC1)(F)F)C1=C(C(=O)N)C=CC=C1